N1=NC(=CC2=C1C1=C(CCC2)C=CC=C1)N1N=C(N=C1N)NC=1C=CC2=C(CCC(CC2)N(C)CC(=O)OC)C1 1-(6,7-dihydro-5H-benzo[6,7]cyclohepta[1,2-c]pyridazin-3-yl)-N3-(7-((methoxycarbonylmethyl)(methyl)amino)-6,7,8,9-tetrahydro-5H-benzo[7]annulene-2-yl)-1H-1,2,4-triazole-3,5-diamine